O=C1NC(CCC1N1C(C2=CC=CC(=C2C1=O)C(C(=O)N)C)=O)=O 2-(2,6-dioxopiperidin-3-yl)-1,3-dioxoisoindol-4-yl-propionamide